CN1C[C@@H]([C@H](C1)C1=C(C=CC=C1)C(F)(F)F)NC(=O)C1=CC2=C(NN=C2C2=CC(=NC=C2)C)S1 N-((3R,4S)-1-methyl-4-(2-(trifluoromethyl)phenyl)pyrrolidin-3-yl)-3-(2-methylpyridin-4-yl)-1H-thieno[2,3-c]pyrazole-5-amide